(S)-3-(2-(azepan-2-yl)-4-chlorobenzyl)-2-thiocarbonyl-1,2,3,7-tetrahydro-6H-purin-6-one N1[C@@H](CCCCC1)C1=C(CN2C(NC(C=3NC=NC23)=O)=C=S)C=CC(=C1)Cl